2-(6-(((1r,3s,5s)-1,5-dimethyl-9-azabicyclo[3.3.1]non-3-yl)oxy)pyridazin-3-yl)-3-fluoro-5-(6-methoxypyridazin-4-yl)phenol C[C@]12CC(C[C@](CCC1)(N2)C)OC2=CC=C(N=N2)C2=C(C=C(C=C2F)C2=CN=NC(=C2)OC)O